OCC#CC1=CC=C(C=N1)C#CCNC(OC(C)(C)C)=O tert-butyl (3-(6-(3-hydroxyprop-1-yn-1-yl)pyridin-3-yl)prop-2-yn-1-yl)carbamate